2,2-dihydroxyindan-1,3-dione OC1(C(C2=CC=CC=C2C1=O)=O)O